(2-((2-(2,6-difluoro-3,5-dimethoxybenzoyl)furo[2,3-c]pyridin-5-yl)amino)-5-(4-ethylpiperazin-1-yl)phenyl)acrylamide FC1=C(C(=O)C2=CC=3C(=CN=C(C3)NC3=C(C=C(C=C3)N3CCN(CC3)CC)C(C(=O)N)=C)O2)C(=C(C=C1OC)OC)F